C1(CC1)NC(C1=C(C=C(C=C1OC)C1=CN=C2N1C=CC(=C2)OCCOCCN(C)C)OC(F)F)=O N-cyclopropyl-2-(difluoromethoxy)-4-[7-[2-[2-(dimethylamino)ethoxy]ethoxy]imidazo[1,2-a]pyridin-3-yl]-6-methoxy-benzamide